FC1(CN(C1)C=1C=C(C=CC1)[C@@H](C(=O)NC=1SC(=NN1)N[C@H]1CN(CC1)C=1N=NC=CN1)OC)F (2S)-2-[3-(3,3-difluoroazetidin-1-yl)phenyl]-2-methoxy-N-[5-[[(3R)-1-(1,2,4-triazin-3-yl)pyrrolidin-3-yl]amino]-1,3,4-thiadiazol-2-yl]acetamide